N-(1-(2-aminopyridin-4-yl)ethyl)-2-ethoxy-5-isobutyrylaminobenzamide NC1=NC=CC(=C1)C(C)NC(C1=C(C=CC(=C1)NC(C(C)C)=O)OCC)=O